5-bromo-3-(ethylsulfanyl)-2-[6-(trifluoromethyl)-1H-pyrrolo[3,2-b]pyridin-2-yl]pyridine BrC=1C=C(C(=NC1)C1=CC2=NC=C(C=C2N1)C(F)(F)F)SCC